N-((5-(5-(2-oxa-6-azaspiro[3.3]heptan-6-yl)pyrimidin-2-yl)-1,3,4-oxadiazol-2-yl)methyl)-2-(2,4-bis(trifluoromethyl)phenyl)-N-(4-fluorophenyl)acetamide C1OCC12CN(C2)C=2C=NC(=NC2)C2=NN=C(O2)CN(C(CC2=C(C=C(C=C2)C(F)(F)F)C(F)(F)F)=O)C2=CC=C(C=C2)F